1-hexyl-3-methylpyridine methyl-sulfate COS(=O)(=O)O.C(CCCCC)N1CC(=CC=C1)C